3-(1-(6,7-dimethoxyquinazolin-4-yl)azetidin-3-yl)propane-1-sulfonamide COC=1C=C2C(=NC=NC2=CC1OC)N1CC(C1)CCCS(=O)(=O)N